ethyl (6R)-6-[4-[3-(1-hydroxyethyl)-2-pyridyl]piperazin-1-yl]-2-azaspiro[3.4]octane-2-carboxylate OC(C)C=1C(=NC=CC1)N1CCN(CC1)[C@H]1CC2(CN(C2)C(=O)OCC)CC1